[Si](C)(C)(C(C)(C)C)OC1(N(CCCC1)C(=O)[O-])N1C(NC2=C1C=CC=C2)=O ((tert-butyldimethylsilyl) oxy)-2-oxo-2,3-dihydro-1H-benzo[d]imidazole-1-ylpiperidine-1-carboxylate